NC(C(C)NC(C1=CC(=CC(=C1)C(F)(F)F)C(F)(F)F)=O)=O N-(2-amino-1-methyl-2-oxo-ethyl)-3,5-bis(trifluoromethyl)benzamide